ethyl (R)-3-(3-bromophenyl)-3-((tert-butoxycarbonyl)amino)propanoate BrC=1C=C(C=CC1)[C@@H](CC(=O)OCC)NC(=O)OC(C)(C)C